P(=O)(O)(O)O[C@H](CC(=O)[O-])[C@H](O)C(=O)CO 5-Dehydro-2-deoxyphosphogluconat